ClC=1C=C(C=CC1)C1=NC2=C(N1C(C(=O)O)CC(C)C)C=CC=C2 2-[2-(3-chloro-phenyl)-benzimidazol-1-yl]-4-methyl-pentanoic acid